9-(alpha-methylbenzyloxy)-10-methylanthracene CC(C1=CC=CC=C1)OC=1C2=CC=CC=C2C(=C2C=CC=CC12)C